CN(C1CC2=C(N(N=C2CC1)C1=NC=CC=C1)O)CC1=CC(=CC=C1)S(=O)(=O)C 5-[methyl-(3-methylsulfonylbenzyl)amino]-2-(pyridin-2-yl)-4,5,6,7-tetrahydro-2H-indazol-3-ol